CN1[C@@H]2[C@H](OCC1)CN(C2)C=2N=NC(=CN2)C2=C(C=C(C=C2)C=2C=NNC2)O 2-{3-[(4as,7ar)-4-methylhexahydropyrrolo[3,4-b][1,4]oxazin-6(2H)-yl]-1,2,4-triazin-6-yl}-5-(1H-pyrazol-4-yl)phenol